C1(CC1)S(=O)(=O)N1N=CC(=C1)C1=NC=CC(=N1)NC1=NC=C(C(=C1)NC1CCC(CC1)(O)C)C1=NC=C(N=C1)OCC1(CCN(CC1)C)F (1s,4s)-4-((2-((2-(1-(Cyclopropylsulfonyl)-1H-pyrazol-4-yl)pyrimidin-4-yl)amino)-5-(5-((4-fluoro-1-methylpiperidin-4-yl)methoxy)pyrazin-2-yl)pyridin-4-yl)amino)-1-methylcyclohexan-1-ol